N[C@@H](C)C(=O)OC(C)(C)C tert-butyl L-alaninate